2-pentyl-1-cyclopentyl 2-cyclohexyl-2-oxoacetate C1(CCCCC1)C(C(=O)OC1C(CCC1)CCCCC)=O